CN(C=1C=C2CN(C(C2=C(C1)F)=O)C1C(NC(CC1)=O)=O)C 3-(5-(dimethylamino)-7-fluoro-1-oxoisoindolin-2-yl)piperidine-2,6-dione